C(C)(C)(C)OC(=O)N1C[C@H](CC1)[C@@H](C(=O)O)CC1=CC(=CC=C1)C1=CC(=CC=C1)C[C@H](C(=O)O)[C@@H]1CN(CC1)C(=O)OC(C)(C)C (2S)-2-[(3R)-1-tert-Butoxycarbonylpyrrolidin-3-yl]-3-[3-[3-[(2S)-2-[(3R)-1-tert-butoxycarbonylpyrrolidin-3-yl]-2-carboxy-ethyl]phenyl]phenyl]propanoic acid